C1(=C(C=CC=C1)NC(=N)NC(=N)N)C (o-Tolyl)biguanid